OC=1C(=CC(=NC1)OC)C=O 5-HYDROXY-2-METHOXY-PYRIDINE-4-CARBALDEHYDE